C1(CC1)C=1C(=CC2=CN(N=C2C1)C1CCN(CC1)C(=O)OC(C)(C)C)NC(=O)C=1C=NN2C1N=CC=C2 tert-butyl 4-[6-cyclopropyl-5-(pyrazolo[1,5-a]pyrimidine-3-carbonylamino)indazol-2-yl]piperidine-1-carboxylate